C=1N=CN2C1C(CCC2)C2=CC=C(C=C2)NC(OC(C)(C)C)=O tert-butyl (4-(5,6,7,8-tetrahydroimidazo[1,5-a]pyridin-8-yl)phenyl)carbamate